(S)-(4-(1H-benzo[d]imidazol-2-yl)-1,4,6,7-tetrahydro-5H-imidazo[4,5-c]pyridin-5-yl)(phenyl)methanone N1C(=NC2=C1C=CC=C2)[C@H]2N(CCC1=C2N=CN1)C(=O)C1=CC=CC=C1